Methyl 4-(2-fluoro-4-(1-((4-fluorophenyl)carbamoyl)cyclopropane-1-carboxamido)phenoxy)-7-methoxyquinoline-6-carboxylate FC1=C(OC2=CC=NC3=CC(=C(C=C23)C(=O)OC)OC)C=CC(=C1)NC(=O)C1(CC1)C(NC1=CC=C(C=C1)F)=O